(Z)-non-2-en-1-yl 8-((7-((4,4-bis(((Z)-oct-5-en-1-yl)oxy)butanoyl)oxy)heptyl)(2-hydroxyethyl)amino)octanoate C(CCC\C=C/CC)OC(CCC(=O)OCCCCCCCN(CCCCCCCC(=O)OC\C=C/CCCCCC)CCO)OCCCC\C=C/CC